FC=1C(=NC=CC1OC)N 3-fluoro-4-methoxy-pyridin-2-amine